4-(5-(3-amino-8-azabicyclo[3.2.1]octane-8-yl)-8-(6-fluoro-1H-benzo[d]imidazole-5-yl)imidazolo[1,2-c]pyrimidin-7-yl)-2-fluorobenzonitrile NC1CC2CCC(C1)N2C2=NC(=C(C=1N2C=CN1)C1=CC2=C(NC=N2)C=C1F)C1=CC(=C(C#N)C=C1)F